3-(4-bromophenyl)-6-methyl-4,5-dihydropyridazine BrC1=CC=C(C=C1)C1=NN=C(CC1)C